3-[(3R)-4,4-difluorotetrahydrofuran-3-yl]-1-methyl-1-[(1S)-1-(4-pyridyl)propyl]urea FC1([C@@H](COC1)NC(N([C@@H](CC)C1=CC=NC=C1)C)=O)F